C(C1=CC=CC=C1)N(C1=CC(=CC(=N1)C1=CC=CC=C1)NC(=O)NC1=CC=C(C=C1)C)CCC 2-(6-(benzyl-(propyl)amino)-4-(3-(p-tolyl)ureido)pyridin-2-yl)benzene